C(CCCCCCC\C=C/C\C=C/CCCCC)(=O)[O-].[NH4+] Ammonium linoleat